C12(CC(C1)C2)NC(=O)C=2C=1C=CN(C1C=CC2C2=CC=CC=1N2N=CC1)C N-(bicyclo[1.1.1]pentan-1-yl)-1-methyl-5-(pyrazolo[1,5-a]pyridin-7-yl)-1H-indole-4-carboxamide